BrC1=C(C(N(C=C1)CC)=O)OC1=C(C=CC=C1C)C 4-bromo-3-(2,6-dimethylphenoxy)-1-ethylpyridin-2(1H)-one